3-(2-methoxy-3-nitrophenyl)-1-(methyl-d3)-1H-1,2,4-triazole COC1=C(C=CC=C1[N+](=O)[O-])C1=NN(C=N1)C([2H])([2H])[2H]